1,3,5-triazine-2-thiol N1=C(N=CN=C1)S